C(=C)(C)OC(=O)C1C(CCCC1)C(=O)OC(=C)C diisopropenylcyclohexane-1,2-Dicarboxylate